C(C)CC(CC(=O)[O-])=O.C(C)CC(CC(=O)[O-])=O.C(C)(C)(C)O[Zr+2]OC(C)(C)C di-tert-butoxyzirconium bis(ethylacetoacetate)